C(C)(C)(C)OC(NCC1=CC=C(C=C1)CN=[N+]=[N-])=O (4-(azidomethyl)benzyl)carbamic acid tert-butyl ester